N1=CN=CC(=C1)C[C@@H]1CC[C@H](CC1)C(=O)OC methyl trans-4-(pyrimidin-5-ylmethyl)cyclohexanecarboxylate